OCC(CCC(=O)OCC)CO ethyl 5-hydroxy-4-(hydroxymethyl)pentanoate